4-[[5-fluoro-4-[4-[(2-fluorophenyl)carbamoyl]anilino]pyrimidin-2-yl]amino]benzoic acid FC=1C(=NC(=NC1)NC1=CC=C(C(=O)O)C=C1)NC1=CC=C(C=C1)C(NC1=C(C=CC=C1)F)=O